ethyl alcohol iodide [I-].C(C)O